[C@@H]1(CC[C@@]12OCCC2)N2N=CC(=C2)C=2C(=C(C=CC2)NC2=C(N=NC(=C2)NC(=O)C2CC2)C(=O)N)OC 4-((3-(1-((1S,4S)-5-oxaspiro[3.4]octan-1-yl)-1H-pyrazol-4-yl)-2-methoxyphenyl)amino)-6-(cyclopropanecarboxamido)pyridazine-3-carboxamide